N-(1-(1-(2-(3-azaspiro[5.5]undecan-9-yl)ethyl)piperidin-4-yl)-3-(difluoromethyl)-1H-pyrazol-4-yl)-5-morpholinopyrazolo[1,5-a]pyrimidine-3-carboxamide C1CNCCC12CCC(CC2)CCN2CCC(CC2)N2N=C(C(=C2)NC(=O)C=2C=NN1C2N=C(C=C1)N1CCOCC1)C(F)F